CN(C=1C=CC=2N(C3=CC=C(C=C3SC2C1)N(C)C)C(C)=O)C 1-(3,7-bis-dimethylamino-phenothiazin-10-yl)-ethanone